CN(C)CP(O)(O)=O P-[(dimethylamino)methyl]Phosphonic acid